[N+](=O)([O-])C=1C=CC(=NC1)OC1=CC=C(C=C1)C1=CN=CS1 5-(4-((5-nitropyridin-2-yl)oxy)phenyl)thiazole